5-{2-acetamidoimidazo[1,2-b]pyridazin-6-yl}-N-[(1R)-1-[2-fluoro-5-(trifluoromethoxy)phenyl]ethyl]pyridine-3-carboxamide C(C)(=O)NC=1N=C2N(N=C(C=C2)C=2C=C(C=NC2)C(=O)N[C@H](C)C2=C(C=CC(=C2)OC(F)(F)F)F)C1